C(=C)[Si]1(O[Si](O[Si](O[Si](O[Si](O1)(C)C=C)(C)C=C)(C)C=C)(C)C=C)C pentavinyl-pentamethylcyclopentasiloxane